8-(9-(1-methylcyclohexyloxycarbonyl)-tetracyclo[6.2.1.13,6.02,7]-dodecane-4-yloxycarbonyl)-tetracyclo[4.4.0.12,5.17,10]-3-dodecene CC1(CCCCC1)OC(=O)C1C2C3C4CC(C(C3C(C1)C2)C4)OC(=O)C4C2C1C3C=CC(C1C(C4)C2)C3